1-(benzyl)isatin C(C1=CC=CC=C1)N1C(=O)C(=O)C2=CC=CC=C12